C1(=CC=CC=C1)S(=O)(=O)C1=CC=2C(=NN(N2)C2=C(C(=CC(=C2)OCCCO)C(C)(C)C)O)C=C1 2-(5-benzenesulfonyl-benzotriazol-2-yl)-6-tert-butyl-4-(3-hydroxy-propoxy)-phenol